ClC=1C(=C(C=CC1)N1C=CC=2C=3C1=NC=NC3C=CC2[N+](=O)[O-])F 4-(3-chloro-2-fluorophenyl)-7-nitro-4H-pyrido[2,3,4-de]quinazoline